FC(S(=O)(=O)C=1C(=NC=CC1)NC1=CC(=NC=C1C(CC)=O)NC(=O)C1CC1)F N-(4-((3-((difluoromethyl)sulfonyl)pyridin-2-yl)amino)-5-propionylpyridin-2-yl)-cyclopropanecarboxamide